(2S,2'S)-1,1'-(((((2,2'-dimethyl-[1,1'-biphenyl]-3,3'-diyl)bis(azanediyl))bis(carbonyl))bis(4-cyclopropylpyridine-6,3-diyl))bis(methylene))bis(piperidine-2-carboxylic acid) CC1=C(C=CC=C1NC(=O)C1=CC(=C(C=N1)CN1[C@@H](CCCC1)C(=O)O)C1CC1)C1=C(C(=CC=C1)NC(=O)C1=CC(=C(C=N1)CN1[C@@H](CCCC1)C(=O)O)C1CC1)C